C(C)(C)(C)C1=CC(=CC=C1O)C(C)C 6-tertiary butyl-p-isopropyl-phenol